(R)-1-(2-(methoxymethyl) phenyl)ethyl (1-methyl-4-(6-methyl-5-(methylsulfonamido) pyridin-2-yl)-1H-1,2,3-triazol-5-yl)carbamate CN1N=NC(=C1NC(O[C@H](C)C1=C(C=CC=C1)COC)=O)C1=NC(=C(C=C1)NS(=O)(=O)C)C